O[C@@H]1C[C@H](N(C1)C(=O)[C@H](C(C)(C)C)N1N=NC(=C1)C1=C(N(N=C1)C)C(=O)OC)C(NC)=O methyl 4-[1-[(1S)-1-[(2S,4R)-4-hydroxy-2-(methylcarbamoyl)pyrrolidine-1-carbonyl]-2,2-dimethyl-propyl]triazol-4-yl]-2-methyl-pyrazole-3-carboxylate